trioctylmethylamine theophylline salt N1(C)C(=O)N(C)C=2N=CNC2C1=O.C(CCCCCCC)C(N)(CCCCCCCC)CCCCCCCC